BrC=1C=C(C=CC1)C1(COC1)C(O)C1=NC=NN1COCC[Si](C)(C)C (3-(3-bromo-phenyl)oxetan-3-yl)(1-((2-(trimethylsilyl)ethoxy)methyl)-1H-1,2,4-triazol-5-yl)methanol